C(C=CCCCCCC(C)C)=O isoundecenealdehyde